FC=1C=C(C=CC1)CNC(=O)C=1C(=NC2=CC(=CC=C2C1C)C(F)(F)F)OCCO N-[(3-fluorophenyl)-methyl]-2-(2-hydroxy-ethoxy)-4-methyl-7-(trifluoromethyl)-quinoline-3-carboxylic acid amide